N-(Azetidin-3-yl)-5-chloro-6,7-difluoro-1H-indole-2-carboxamide N1CC(C1)NC(=O)C=1NC2=C(C(=C(C=C2C1)Cl)F)F